C(CCCCC)NC(CCN)CC 3-Hexylamino-1-pentyl-amin